Racemic-ethyl 8-(2-cyanoethyl)-6-(trifluoromethyl)-5,6,7,8-tetrahydroimidazo[1,2-a]pyridine-2-carboxylate C(#N)CCC1C=2N(CC(C1)C(F)(F)F)C=C(N2)C(=O)OCC